ClC1=C(C=C(C=C1)C(CN1N=C(C(=C1C(=O)OCC)C1CC1)C(=O)OCC)=O)C(F)F Diethyl 1-{2-[4-chloro-3-(difluoromethyl)phenyl]-2-oxoethyl}-4-cyclopropyl-1H-pyrazole-3,5-dicarboxylate